ClC1=CC(=C(C(=C1)C)NC(=O)C1=CC(=NN1C1=NC=CC=C1Cl)OCF)C(=O)NC(C)(C)C N-[4-Chloro-2-[[(1,1-dimethylethyl)amino]carbonyl]-6-methylphenyl]-1-(3-chloro-2-pyridinyl)-3-(fluoromethoxy)-1H-pyrazol-5-carboxamid